C(CC(C(C(C)O)O)O)O 1,3,4,5-hexanetetraol